CC=1SC2=C(N1)C1=C(C=C2)C=C(C=C1)OC1CCN(CC1)C(=O)OC(C)(C)C tert-butyl 4-(2-methylbenzo[e][1,3]benzothiazol-7-yl)oxypiperidine-1-carboxylate